C1=CC(=C(C=C1[N+](=O)[O-])[N+](=O)[O-])Br 2,4-dinitrobromobenzene